5-[7-({[4-(3-methanesulfonylphenyl)phenyl]methyl}(methyl)amino)-2,5-dimethylpyrazolo[1,5-a]pyrimidin-3-yl]-N,N,4-trimethylpyridin-2-amine CS(=O)(=O)C=1C=C(C=CC1)C1=CC=C(C=C1)CN(C1=CC(=NC=2N1N=C(C2C=2C(=CC(=NC2)N(C)C)C)C)C)C